C1(=CC=CC=C1)S(=O)(=O)\C(=C/C1=NC=CC=C1)\C=1C=NC=CC1 (Z)-2-(2-(phenylsulfonyl)-2-(pyridin-3-yl)vinyl)pyridine